8-cyclopentyl-5-methyl-2-((4-methyl-6-(1-methyl-1H-imidazol-4-yl)pyridin-3-yl)amino)-5,8-Dihydropteridine-6,7-dione C1(CCCC1)N1C(C(N(C=2C=NC(=NC12)NC=1C=NC(=CC1C)C=1N=CN(C1)C)C)=O)=O